OC1=CC=C(ONC(C)=O)C=C1 N-p-hydroxyphenoxyacetamide